4-(2-Chloro-3-fluorophenyl)-5-[4-[(3S)-1-(3-fluoropropyl)pyrrolidin-3-yl]oxyphenyl]-2,3-dihydro-1-benzothiepin-7-ol ClC1=C(C=CC=C1F)C=1CCSC2=C(C1C1=CC=C(C=C1)O[C@@H]1CN(CC1)CCCF)C=C(C=C2)O